trans-4-(5-(4-(trifluoromethyl)cyclohexyl)-1,3,4-oxadiazol-2-yl)cyclohexanecarboxylic acid FC(C1CCC(CC1)C1=NN=C(O1)[C@@H]1CC[C@H](CC1)C(=O)O)(F)F